ClC1=CC=C(C(=N1)C)C(F)F 6-chloro-3-(difluoromethyl)-2-methylpyridine